[1,1']Biphenyl C1(=CC=CC=C1)C1=CC=CC=C1